CC(CS(=O)(=O)NC1=CC=C(C=C1)C1=C2C(=NC=C1)NC=C2)(C)C 4-(4-((2,2-dimethylpropyl)sulfonamido)phenyl)-1H-pyrrolo[2,3-b]pyridin